(R)-2-methyl-4-((cis)-4-(((2-nitro-4-sulfamoylphenyl)amino)methyl)cyclohexyl)piperazine-1-carboxylic acid tert-butyl ester C(C)(C)(C)OC(=O)N1[C@@H](CN(CC1)[C@@H]1CC[C@@H](CC1)CNC1=C(C=C(C=C1)S(N)(=O)=O)[N+](=O)[O-])C